C[C@@H]1C[C@@H]([C@@H](N(C1)C(=O)OC)CO[C@@H]1CC[C@@H](CC1)C1=CC=CC=C1)C1=CC=NN1 |r| (+/-)-methyl (2R,3S,5R)-5-methyl-2-((((CIS)-4-phenylcyclohexyl)oxy)methyl)-3-(1H-pyrazol-5-yl)piperidine-1-carboxylate